5,7-dimethyl-2,3-indoledione CC=1C=C2C(C(NC2=C(C1)C)=O)=O